NC1=C2C(=NC=N1)N(N=C2C=2NC1=CC(=CC=C1C2Cl)C(NC2CC2)=O)C2CCN(CC2)C(=O)OC(C)(C)C tert-Butyl 4-{4-amino-3-[3-chloro-6-(cyclopropylcarbamoyl)-1H-indol-2-yl]-1H-pyrazolo[3,4-d]pyrimidin-1-yl}piperidine-1-carboxylate